pyrophosphate iron magnesium sodium [Na+].[Mg+2].[Fe+2].[O-]P([O-])(=O)OP(=O)([O-])[O-]